FC1(C(C=2C=3C1(CC(C3C(=CC2)F)=C)N)(F)F)F 3,3,4,4,7-Pentafluoro-1-methylene-1,2,3,4-tetrahydro-2aH-cyclopenta[cd]indene-2a-amine